5-[3-(1H-imidazol-5-yl)-6-[(2-methanesulfonylethoxy)methyl]imidazo[1,2-a]pyrimidin-2-yl]-3-(trifluoromethyl)-1H-1,2,4-triazole N1C=NC=C1C1=C(N=C2N1C=C(C=N2)COCCS(=O)(=O)C)C2=NC(=NN2)C(F)(F)F